CN(C)CC1=CC=C(C=C1)NC=1C(=NC(=CC1)C1=CC(=CC=C1)OC)OC N-(4-((Dimethylamino)methyl)phenyl)-2-methoxy-6-(3-methoxyphenyl)pyridin-3-amin